C(C)O/C=C/C=1C=CC(=C(C1)CC(=O)O)F 2-[5-[(E)-2-ethoxyvinyl]-2-fluoro-phenyl]acetic acid